N-(4-(5-amino-1-(1-((S)-2-hydroxypropionyl)piperidin-3-yl)imidazo[1,5-c]pyrimidin-3-yl)benzyl)-5-fluoro-2-methoxybenzamide NC1=NC=CC=2N1C(=NC2C2CN(CCC2)C([C@H](C)O)=O)C2=CC=C(CNC(C1=C(C=CC(=C1)F)OC)=O)C=C2